FC1=NC=CC(=C1)C=1SC(=C(N1)CO)C(C)C (2-(2-Fluoropyridin-4-yl)-5-isopropylthiazol-4-yl)methanol